C(C)C1=NN(C2=C1C(NCC1(CCOCC1)C2)=O)C[C@H](COC(C2=CC=C(C=C2)C(NCC)=O)=O)C 4-(ethylcarbamoyl)benzoic acid [(2R)-3-(3-ethyl-4-oxo-spiro[6,8-dihydro-5H-pyrazolo[4,3-c]azepin-7,4'-tetrahydropyran]-1-yl)-2-methyl-propyl] ester